tert-butyl ((1s,4s)-4-((1-chloroisoquinolin-6-yl)oxy)cyclohexyl)carbamate ClC1=NC=CC2=CC(=CC=C12)OC1CCC(CC1)NC(OC(C)(C)C)=O